1-methoxy-4-methyl-1H-imidazole-5-carboxylic acid ethyl ester C(C)OC(=O)C1=C(N=CN1OC)C